(Perfluoropyridin-4-yl)diphenylphosphine oxide FC1=NC(=C(C(=C1F)P(C1=CC=CC=C1)(C1=CC=CC=C1)=O)F)F